OC(C)(C)C1=NNC(N1C)=O 3-(1-hydroxy-1-methyl-ethyl)-4-methyl-1H-1,2,4-triazol-5-one